N-(4-fluoro-3-((7-oxo-7,8-dihydro-1,8-naphthyridin-4-yl)amino)benzyl)sulfamide dihydrochloride Cl.Cl.FC1=C(C=C(CNS(=O)(=O)N)C=C1)NC1=CC=NC=2NC(C=CC12)=O